CN(CCC#N)CC=O 3-[METHYL(2-OXOETHYL)AMINO]PROPANENITRILE